[Cl-].C(CCCCCCCCCCC)OC[N+]1=CC=CC=C1 lauroxymethyl-pyridinium chloride